3-trifluoromethyl-benzothiophene FC(C1=CSC2=C1C=CC=C2)(F)F